C(C)(C)(C)OC(NCC1CN(CC1)C1=NC(=NC=C1CNC(=O)C1(CC1)C#N)C1=CC(=C(C=C1)Cl)C(F)(F)F)=O tert-butyl-N-[[1-[2-[4-chloro-3-(trifluoromethyl)phenyl]-5-[[(1-cyanocyclopropane carbonyl)amino]methyl]pyrimidin-4-yl]pyrrolidin-3-yl]methyl]carbamate